N1C=CC2=C(C=CC=C12)C=1N=C(C2=C(N1)C(=CS2)C2=CC=NN2C)N2[C@@H](COCC2)C (R)-4-(2-(1H-indol-4-yl)-7-(1-methyl-1H-Pyrazol-5-yl)thieno[3,2-d]pyrimidin-4-yl)-3-methylmorpholine